5-bromo-1-((2R,5S)-5-(hydroxymethyl)-2,5-dihydrofuran-2-yl)pyrimidine-2,4(1H,3H)-dione BrC=1C(NC(N(C1)[C@@H]1O[C@@H](C=C1)CO)=O)=O